O=C1N(CC(CN1CC1=CC=CC=C1)C(=O)OCC)CC1=CC=CC=C1 ethyl hexahydro-2-oxo-1,3-bis(phenylmethyl)-5-pyrimidinecarboxylate